5-methoxy-1-toluenesulfonyl-1H-pyrrolo[3,2-b]pyridine COC1=CC=C2C(=N1)C=CN2S(=O)(=O)CC2=CC=CC=C2